(S)-3-((1-(4-((2,6-diazaspiro[3.3]heptan-2-yl)methyl)-2-methoxybenzyl)-5-amino-1H-pyrazolo[4,3-d]pyrimidin-7-yl)amino)hexan-1-ol C1N(CC12CNC2)CC2=CC(=C(CN1N=CC=3N=C(N=C(C31)N[C@H](CCO)CCC)N)C=C2)OC